C1(=CC=CC=C1)CC(=O)Cl Phenylacetic acid chloride